C(C)(C)N1CCN(CC1)C1=C(C=C(C=N1)NC=1C(=NC(=C(N1)NC)C=1C2=C(C=NC1)N(C=N2)C)C(=O)N)C 3-[[6-(4-Isopropylpiperazin-1-yl)-5-methyl-3-pyridyl]amino]-5-(methylamino)-6-(3-methylimidazo[4,5-c]pyridin-7-yl)pyrazine-2-carboxamide